Cl.Cl.N1C=NC(=C1)C=1C=NN(C1)C 4-(1H-imidazol-4-yl)-1-methyl-1H-pyrazole dihydrochloride